(3s,5s)-1-(2-amino-5-(4-cyanopyridin-3-yl)phenyl)-5-(hydroxymethyl-d2)pyrrolidin-3-ylcarbamic acid tert-butyl ester C(C)(C)(C)OC(N[C@@H]1CN([C@@H](C1)C([2H])([2H])O)C1=C(C=CC(=C1)C=1C=NC=CC1C#N)N)=O